CC(CO)(C(C(CC)C)O)CC 2,4-dimethyl-2-ethyl-hexane-1,3-diol